FC=1C=C2C(=CC(=NC2=CC1)C1=CC(=CC=C1)OC)CCC(=O)NO 3-(6-fluoro-2-(3-methoxyphenyl)quinolin-4-yl)-N-hydroxypropanamide